vinyl-2H-chromene C(=C)C1OC2=CC=CC=C2C=C1